5-(2-amino-[1,2,4]triazolo[1,5-a]pyridin-7-yl)-N-(2-(3,3-difluoropyrrolidine-1-carbonyl)benzyl)-2-methoxynicotinamide NC1=NN2C(C=C(C=C2)C=2C=NC(=C(C(=O)NCC3=C(C=CC=C3)C(=O)N3CC(CC3)(F)F)C2)OC)=N1